ClC=1C(=NC(=NC1)NC=1C=NC=NC1)NC1=CC(=CC=C1)C(F)(F)F 5-chloro-N2-(pyrimidin-5-yl)-N4-(3-(trifluoromethyl)phenyl)pyrimidine-2,4-diamine